C(=O)(OC(C)(C)C)N1CC(CC1)C=O N-Boc-pyrrolidine-3-carbaldehyde